COC(=O)C=1C=C2C(=CC1)NC(C21CCN(CC1)C(C1=NC=C(C=C1Cl)Cl)=O)=O.ClC=1C(=NC=C(C1)Cl)C(=O)N1CCC2(CC1)C(NC1=CC=C(C=C12)C(=O)O)=O 1'-(3,5-dichloropicolinoyl)-2-oxospiro[indoline-3,4'-piperidine]-5-carboxylic acid Methyl-1'-(3,5-dichloropicolinoyl)-2-oxospiro[indoline-3,4'-piperidine]-5-carboxylate